NC1=C(C(=O)NC(C)C)C=C(C=N1)C1=C(C=C(C=C1)NC(CC=1C=C(C=CC1)C)=O)C 2-amino-N-isopropyl-5-(2-methyl-4-(2-(m-tolyl)acetamido)phenyl)nicotinamide